ClC1=CC=C(C=C1)[C@@H](NC(=O)[C@H]1NC(NC1)=O)C1=NN(C(=C1)OC(F)(F)F)C |o1:7| (S)-N-((R or S)-(4-chlorophenyl)(1-methyl-5-(trifluoromethoxyl)-1H-pyrazol-3-yl)methyl)-2-oxoimidazolidine-4-carboxamide